Hydroxypyrido[1,2-a]pyrimidin-4-one OC=1N=C2N(C(C1)=O)C=CC=C2